(1S,3S,5S)-5-methyl-2-((4-phenoxybenzoyl)glycyl)-2-azabicyclo[3.1.0]hexane C[C@]12CCN([C@H]2C1)C(CNC(C1=CC=C(C=C1)OC1=CC=CC=C1)=O)=O